C1(=C(C=CC=C1)P1C(CC(CC1(C)C)=O)(C)C)C1=CC=CC=C1 1-([1,1'-biphenyl]-2-yl)-2,2,6,6-tetramethylphosphinan-4-one